4-(3-((2-((2-(ethyl-d5)-4-(4-methylpiperazin-1-yl)phenyl)amino)-5-(trifluoromethyl)pyrimidin-4-yl)amino)propyl)-1,4-oxazepan-5-one C(C([2H])([2H])[2H])(C1=C(C=CC(=C1)N1CCN(CC1)C)NC1=NC=C(C(=N1)NCCCN1CCOCCC1=O)C(F)(F)F)([2H])[2H]